(3-pyridinyl)-alanine N1=CC(=CC=C1)N[C@@H](C)C(=O)O